COC1=CC=C(C=C1)C(OC[C@H]1O[C@H]([C@@H]([C@@H]1OP([O-])N(C(C)(C)CCC#N)C(C)C)OC)N1C2=NC=NC(=C2N=C1)N(C(C1=CC=CC=C1)=O)CC)(C1=CC=CC=C1)C1=CC=C(C=C1)OC (2R,3R,4R,5R)-2-((bis(4-methoxyphenyl) (phenyl) methoxy)methyl)-5-(6-(N-ethylbenzamido)-9H-purin-9-yl)-4-methoxytetrahydrofuran-3-yl(2-cyanoethyl)diisopropylphosphoramidite